FC1CN=C(NC1)NC=1C=C(C(=O)O)C=CC1 3-(5-fluoro-1,4,5,6-tetrahydropyrimidin-2-ylamino)benzoic acid